2-(7-fluoro-9H-carbazol-2-yl)-N-(3-(hydroxymethyl)phenyl)acetamide FC1=CC=C2C=3C=CC(=CC3NC2=C1)CC(=O)NC1=CC(=CC=C1)CO